S(=O)(=O)(O)O.C(CCCCC)N(C1=C(C=C(C=C1)N1C(=NC(=CC1=O)C)C)F)CCCCCC 3-(4-(dihexylamino)-3-fluorophenyl)-2,6-dimethylpyrimidin-4(3H)-one sulfate salt